CC=1C(=C(OC1)C(=O)O)C(=O)O methyl-carboxyl-furoic acid